CC1=NOC(=C1CN1C(NC2=NC=CC=C21)=O)C 1-[(3,5-Dimethylisoxazol-4-yl)methyl]-2-oxo-3H-imidazo[4,5-b]pyridin